C(C)(C)(C)OC=1C=C2CC[C@@H]([C@@H](C2=CC1)C1=CC=C(C=C1)O)C1=CC=CC=C1 |o1:10,11| rel-4-((1R,2S)-6-(tert-butoxy)-2-phenyl-1,2,3,4-tetrahydronaphthalen-1-yl)phenol